4-(1H-indol-3-yl)-4-methylpentan N1C=C(C2=CC=CC=C12)C(CCC)(C)C